C(C)(C)(C)NC(CN(C)C=1C2=C(N=C(N1)C1=NC=CC=C1O)CCC2)=O N-tert-butyl-2-{[2-(3-hydroxypyridin-2-yl)-5H,6H,7H-cyclopenta[d]pyrimidin-4-yl](methyl)amino}acetamide